4-[2-(2,6-dioxopiperidin-3-yl)-3-oxo-2,3-dihydro-1H-isoindol-5-yl]piperazine O=C1NC(CCC1N1CC2=CC=C(C=C2C1=O)N1CCNCC1)=O